2-[5-(1-Naphthyl)pentyl]benzimidazole C1(=CC=CC2=CC=CC=C12)CCCCCC=1NC2=C(N1)C=CC=C2